4-[[2-(5-chloro-2-hydroxy-phenyl)acetyl]amino]-N-(2-hydroxy-1,1-dimethyl-ethyl)pyridine-2-carboxamide ClC=1C=CC(=C(C1)CC(=O)NC1=CC(=NC=C1)C(=O)NC(CO)(C)C)O